BrC1=CC=C(C=C1)C1=COC2=CC(=CC=C2C1=O)OCCN(C)CCN(C)C 3-(4-bromophenyl)-7-(2-((2-(dimethylamino)ethyl)(methyl)amino)ethoxy)-4H-chromen-4-one